C(O)(=O)OCC(COC(O)=O)(COC(O)=O)CO pentaerythritol triscarbonate